(R)-5-amino-3-hydroxy-5-oxopentanoic acid ethyl ester C(C)OC(C[C@@H](CC(=O)N)O)=O